(R)-4-fluoro-2,2-dimethyl-piperidine-1,4-dicarboxylate F[C@]1(CC(N(CC1)C(=O)[O-])(C)C)C(=O)[O-]